Benzene-1,3,5-tricarboxylic acid C1(=CC(=CC(=C1)C(=O)O)C(=O)O)C(=O)O